BrC1=CC(=C(OCCCC(C(=O)O)(C)C)C=C1C)CC 5-(4-bromo-2-ethyl-5-methylphenoxy)-2,2-dimethylpentanoic acid